N2-(5-chloro-1-((3S,4R)-3-fluoro-1-(oxetan-3-yl)piperidin-4-yl)-1H-pyrazol-4-yl)-N4-methyl-5-(trifluoromethyl)pyrimidine-2,4-diamine ClC1=C(C=NN1[C@H]1[C@H](CN(CC1)C1COC1)F)NC1=NC=C(C(=N1)NC)C(F)(F)F